N-(3-chloro-quinolin-8-yl)-1-ethyl-1H-imidazole-2-sulfonamide ClC=1C=NC2=C(C=CC=C2C1)NS(=O)(=O)C=1N(C=CN1)CC